OCC(OC=1C=CC2=C(C(=C(O2)C)C(=O)O)C1)C1=CC=CC=C1 5-(2-hydroxy-1-phenylethoxy)-2-methylbenzofuran-3-carboxylic acid